OC1=C(C(=O)O)C=C(C=C1)NC(CCCC(=O)NC1=NC(=CC=C1)OC([2H])([2H])[2H])=O 2-hydroxy-5-(5-((6-(methoxy-d3)pyridin-2-yl)amino)-5-oxopentanamido)benzoic acid